CN1C=NC(=C1)C=1C=C2CN(CC2=CC1NC1=CC=C(C=C1)C(F)(F)F)C(C=C)=O 1-(5-(1-methyl-1H-imidazol-4-yl)-6-((4-(trifluoromethyl)phenyl)amino)isoindolin-2-yl)prop-2-en-1-one